alanyl-γ-D-glutamyl-lysine N[C@@H](C)C(=O)N[C@H](CCC(=O)N[C@@H](CCCCN)C(=O)O)C(=O)O